tert-butyl 2-oxa-6-azabicyclo[5.1.0]octane-6-carboxylate C12OCCCN(C2C1)C(=O)OC(C)(C)C